((1r,4r)-4-aminocyclohexyl)-4-(1,1-dioxo-4-oxo-1,2,5-thiadiazolidin-2-yl)-3-fluoro-5-hydroxybenzoamide NC1CCC(CC1)C1=C(C(=O)N)C=C(C(=C1F)N1S(NC(C1)=O)(=O)=O)O